Cl.Cl.FC(C=1C=C(C(=C(N)C1)C)CN1C[C@@H](NCC1)C)F 5-(difluoromethyl)-2-methyl-3-[[(3S)-3-methylpiperazin-1-yl]methyl]aniline dihydrochloride